C(#N)[C@H](C)NC(=O)C1=NN(C=2N(C([C@H]([C@H](C21)C2=CC=C(C=C2)F)NC(C2=CC(=CC=C2)C(F)(F)F)=O)=O)CC)C2=CC=CC=C2 (4S,5S)-N-((S)-1-cyanoethyl)-7-ethyl-4-(4-fluorophenyl)-6-oxo-1-phenyl-5-(3-(trifluoromethyl)benzamido)-4,5,6,7-tetrahydro-1H-pyrazolo[3,4-b]pyridine-3-carboxamide